2-(dimethylamino)-N-(5-nitrothiazol-2-yl)benzamide tert-butyl-{[2'-chloro-5'-(5-oxo-4,5-dihydro-1,3,4-oxadiazol-2-yl)[1,1'-biphenyl]-3-yl]methyl}carbamate C(C)(C)(C)N(C(O)=O)CC=1C=C(C=CC1)C1=C(C=CC(=C1)C=1OC(NN1)=O)Cl.CN(C1=C(C(=O)NC=2SC(=CN2)[N+](=O)[O-])C=CC=C1)C